S(=O)(=O)(O)OC=1C(C(=O)[O-])=CC=CC1.[Hg+2].S(=O)(=O)(O)OC=1C(C(=O)[O-])=CC=CC1 mercuric sulfosalicylate